CN1CCN(CC1)CCOCC1=CC(=CC2=C1N=C(S2)C2=C(C(=O)N)C=CC=C2)C(F)(F)F (4-((2-(4-methylpiperazin-1-yl)ethoxy)methyl)-6-(trifluoromethyl)benzo[d]thiazol-2-yl)benzamide